NC(C(C)O)C=1N(C(=C(N1)CC1=CNC2=CC=CC(=C12)F)O)CC(=O)O [2-(1-amino-2-hydroxy-propyl)-4-(4-fluoro-1h-indol-3-ylmethyl)-5-hydroxy-imidazol-1-yl]-acetic acid